C1(CCCCC1)P(C1=CC(=CC(=C1)OC(F)(F)F)OC(F)(F)F)C1CCCCC1 (dicyclohexyl)(3,5-di-(trifluoromethoxy)phenyl)phosphine